C(N)(=N)N1CCC(=CC1)C1=CC=C(S1)C(=O)NC1=CC(=C(C=C1)C=1CCN(CC1)C(N)=N)Cl 5-(1-carbamimidoyl-1,2,3,6-tetrahydropyridin-4-yl)-N-(4-(1-carbamimidoyl-1,2,3,6-tetrahydropyridin-4-yl)-3-chlorophenyl)thiophene-2-carboxamide